NC1CCN(CC1)C=1N(C(C(=C(N1)C1=CC(=C(C#N)C=C1)F)C1=CC=C(C=C1)OCCOC)=O)C 4-[2-(4-aminopiperidin-1-yl)-5-[4-(2-methoxyethoxy)phenyl]-1-methyl-6-oxopyrimidin-4-yl]-2-fluorobenzonitrile